6-ethynylimidazo[1,2-a]pyrazine C(#C)C=1N=CC=2N(C1)C=CN2